FC1(C(N(C2=C(N(C1)C(C)C)N=C(N=C2)NC=2C(=CC(=NC2)C(=O)O)OC)C)=O)F 5-((7,7-difluoro-9-isopropyl-5-methyl-6-oxo-6,7,8,9-tetrahydro-5H-pyrimido[4,5-b][1,4]diazepin-2-yl)amino)-4-methoxypicolinic acid